COC1=CC=C2C(=CNC2=C1)C(N)=S 6-Methoxy-1H-indole-3-carbothioamide